1-(2-(5-(3-chloro-5-fluoropyridin-4-yl)isoindolin-2-yl)-2-oxoethyl)-1H-1,2,4-triazole-3-carbonitrile ClC=1C=NC=C(C1C=1C=C2CN(CC2=CC1)C(CN1N=C(N=C1)C#N)=O)F